ClC1=C(C(=CC=C1)Cl)S(=O)(=NC1=C(N=C2N1C=CC(=C2)C2=NOC(=N2)C(F)(F)F)C)C (2,6-dichlorophenyl)(methyl)((2-methyl-7-(5-(trifluoromethyl)-1,2,4-oxadiazol-3-yl)imidazo[1,2-a]pyridin-3-yl)imino)-λ6-sulfanone